NC=1N=C(C(=NC1C)C#CC=1C=C(C(=O)NC2=CC(=C(C=C2)CN2CCN(CC2)C)C(F)(F)F)C=CC1C)C 3-((5-amino-3,6-dimethylpyrazin-2-yl)ethynyl)-4-methyl-N-(4-((4-methylpiperazin-1-yl)methyl)-3-(trifluoromethyl)phenyl)benzamide